propane-1,2,3-triyl tris(3-((3-oxobutanoyl)oxy)butanoate) O=C(CC(=O)OC(CC(=O)OCC(COC(CC(C)OC(CC(C)=O)=O)=O)OC(CC(C)OC(CC(C)=O)=O)=O)C)C